ClC1=NN2C(C(=N1)NC=1N=CN(C1)C1=CC=NC3=CC=CC=C13)=CC=C2 2-chloro-N-(1-(quinolin-4-yl)-1H-imidazol-4-yl)pyrrolo[2,1-f][1,2,4]triazin-4-amine